C(C1=CC=CC=C1)(C1=CC=CC=C1)(C1=CC=CC=C1)SC1=CC2=C(OC3=C2C=CC=C3)C=C1 2-[(trityl)thio]-dibenzofuran